N-methyl-[3-methyl-1-(4-nitrophenyl)pyrazol-4-yl]-4-(trifluoromethoxy)benzamide CNC(C1=C(C=C(C=C1)OC(F)(F)F)C=1C(=NN(C1)C1=CC=C(C=C1)[N+](=O)[O-])C)=O